OCC1=C2CCN(C2=CC=C1)C(CNC1=C(C=CC(=C1)C1=NC=C(C=C1)C)C)=O 1-(4-(hydroxymethyl)indolin-1-yl)-2-((2-methyl-5-(5-methylpyridin-2-yl)phenyl)amino)ethan-1-one